COC(C1=C(C(=C(C(=C1)F)Br)Cl)F)=O 4-bromo-3-chloro-2,5-difluoro-benzoic acid methyl ester